ClC1=CC(=C(C=C1)NC(C(=O)OCC)=O)NC1=NC=CN=C1C Ethyl 2-((4-chloro-2-((3-methylpyrazin-2-yl)amino)phenyl)amino)-2-oxoacetate